2-(2-(((2R,3S,4R,5S)-5-(2-chloro-4-(cyclopentylamino)pyrrolo[2,1-f][1,2,4]triazin-7-yl)-3,4-dihydroxytetrahydrofuran-2-yl)methoxy)-3-hydroxy-2-phosphonopropoxy)acetic acid ClC1=NN2C(C(=N1)NC1CCCC1)=CC=C2[C@H]2[C@@H]([C@@H]([C@H](O2)COC(COCC(=O)O)(CO)P(=O)(O)O)O)O